COC1=CC(=NN1C1=CC=C(C=N[S@@](=O)C(C)(C)C)C=C1)C(F)(F)F (S)-N-(4-(5-methoxy-3-(trifluoromethyl)-1H-pyrazol-1-yl)benzylidene)-2-methylpropane-2-sulfinamide